COC(=O)C1=C(NC2=C1C1=C(N(C(N(C1)C1=CC=C(C(=O)O)C=C1)=O)C)C=N2)C2=CC=C(C=C2)CN2CCC(CC2)S(=O)(=O)C 4-(9-(methoxycarbonyl)-4-methyl-8-(4-((4-(methylsulfonyl)piperidin-1-yl)methyl)phenyl)-3-oxo-1,3,4,7-tetrahydro-2H-pyrrolo[3',2':5,6]pyrido[3,4-d]pyrimidin-2-yl)benzoic acid